O=C1NC(CCC1N1C(C2=CC=C(C=C2C1=O)OCCOCCN(C=1C=C(C=CC1)N1C(=NC2=C1C=CC(=C2)F)NC(C2=CC(=CC=C2)C(F)(F)F)=O)C)=O)=O N-(1-(3-((2-(2-((2-(2,6-dioxopiperidin-3-yl)-1,3-dioxoisoindolin-5-yl)oxy)ethoxy)ethyl)(meth-yl)amino)phenyl)-5-fluoro-1H-benzo[d]imidazol-2-yl)-3-(trifluoromethyl)benzamide